silver sulfate S(=O)(=O)([O-])[O-].[Ag+].[Ag+]